2'-neopentylspiro[indoline-3,3'-pyrrolidine]-5'-carboxamide C(C(C)(C)C)C1NC(CC12CNC1=CC=CC=C12)C(=O)N